1,1,1-trishydroxymethylethane diacrylate C(C=C)(=O)O.C(C=C)(=O)O.OCC(C)(CO)CO